CN1CC(CCCC1)=O hexahydro-1-methyl-3H-azepin-3-one